C(C)OC(C(=CC1=C(C=C(C=C1)Br)C)C#N)=O trans-3-(4-bromo-2-methylphenyl)-2-cyanoprop-2-enoic acid ethyl ester